ClC=1C=C(C=CC1Cl)SC1=C(C=C(C=C1)S(=O)(=O)NC1(CC1)C(=O)O)[N+](=O)[O-] 1-((4-((3,4-Dichlorophenyl)thio)-3-nitrophenyl)sulfonamido)cyclopropane-1-carboxylic acid